C(CCCCC)OCOCCCC(CC(C)I)C 6-iodo-4-methylheptyl hexyloxymethyl ether